2,6-di-tert-butyl-4-chlorophenol C(C)(C)(C)C1=C(C(=CC(=C1)Cl)C(C)(C)C)O